[Li].CC1=CC=C2CCC(NC2=C1)C1=CC=C(C(=O)N)C=C1 4-(7-methyl-1,2,3,4-tetrahydroquinoline-2-yl)benzamide lithium